ClC=1C=C(C=C(C1)C(C)(C)C1=CC(=CC(=C1)OC(F)(F)F)OCC(C)C)NC(=O)C1=CC2=C(S1)C=CC(=C2)C(C)(C)S(=O)(=O)C N-(3-chloro-5-(2-(3-isobutoxy-5-(trifluoromethoxy)phenyl)propan-2-yl)phenyl)-5-(2-(methylsulfonyl)propan-2-yl)benzo[b]thiophene-2-carboxamide